NC=1C=C(C2=C(OCCO2)C1)N1CCN(CC1)C 7-Amino-5-(4-methylpiperazin-1-yl)-2,3-dihydro-1,4-benzodioxine